bis(trifluoromethyl-cyclopentadienyl)zirconium FC(F)(F)C1(C=CC=C1)[Zr]C1(C=CC=C1)C(F)(F)F